CC([O-])C.[Sb+3].CC([O-])C.CC([O-])C Antimony isopropoxide